C[C@@H]1CC=2C=C(C=CC2C2[C@H](C[C@@]3([C@H](CCC3C12)O)C)C)O (7R,11S,13S,17S)-7,11,13-trimethyl-7,8,9,11,12,13,14,15,16,17-decahydro-6H-cyclopenta[a]phenanthrene-3,17-diol